3-((4-(piperidin-4-yl)phenyl)amino)piperidine-2,6-dione N1CCC(CC1)C1=CC=C(C=C1)NC1C(NC(CC1)=O)=O